(R)-N-[(1S)-4,6-difluoro-1,3-dihydrospiro[indene-2,4'-piperidin]-1-yl]-2-methylpropane-2-sulfinamide FC1=C2CC3(CCNCC3)[C@@H](C2=CC(=C1)F)N[S@](=O)C(C)(C)C